FC(C(C(C(C(C(F)(F)F)(C(F)(F)F)F)=O)=O)(C(F)(F)F)F)(F)F 1,1,1,2,5,6,6,6-octafluoro-2,5-bis(Trifluoromethyl)hexane-3,4-dione